indium(Iii)-antimony [Sb+3].[In+3]